ClC1=CC=C(C=C1)C1=C(CC(CC1)(C)C)CN1C[C@H]2N(C3=C(OC2)C=C(C=C3)C(=O)O)CC1 (R)-3-((4'-chloro-4,4-dimethyl-3,4,5,6-tetrahydro-[1,1'-biphenyl]-2-yl)methyl)-1,2,3,4,4a,5-hexahydrobenzo[b]pyrazino[1,2-d][1,4]oxazine-8-carboxylic acid